5-(5,5-Dimethyl-1,3,2-dioxaborinan-2-yl)-3-(2,2-difluoroethyl-2-methylpropyl)-1,3-benzoxazol-2(3H)-one CC1(COB(OC1)C=1C=CC2=C(N(C(O2)=O)C(C(C)C)CC(F)F)C1)C